7-Fluoro-6-(hydroxymethyl)-2,3-dihydro-1H-3a,4,8,9a-tetraazacyclopenta[def]phenanthren-9(8H)-one FC=1C(=CC=2C3=C4N(CCCN4C(NC13)=O)N2)CO